1-(5-chloro-3-iodo-2-methoxy-4-methylphenyl)ethanone ClC=1C(=C(C(=C(C1)C(C)=O)OC)I)C